CC1(C2CC(CC1)C2(C)C)S 2,7,7-trimethylbicyclo[3.1.1]heptane-2-thiol